C(C)OC(=O)C1=CN=CN1C1=C(C=CC(=C1)C#N)OC 1-(5-cyano-2-methoxyphenyl)-1H-imidazole-5-carboxylic acid ethyl ester